(S)-8-fluoro-5-((1-methylpyrrolidin-2-yl)methoxy)-2-(piperazin-1-yl)pyrimido[5,4-c]quinoline FC=1C=CC=2C3=C(C(=NC2C1)OC[C@H]1N(CCC1)C)C=NC(=N3)N3CCNCC3